(Z)-4-[3-(Benzylthio)-3-(triisopropylsilyl)acryloyl]-N,N-dimethylbenzamide C(C1=CC=CC=C1)S\C(=C/C(=O)C1=CC=C(C(=O)N(C)C)C=C1)\[Si](C(C)C)(C(C)C)C(C)C